ClC1=C(C=CC=C1F)C1CC2(COC2)CCN1 6-(2-Chloro-3-fluorophenyl)-2-oxa-7-azaspiro[3.5]nonane